The molecule is an indolyl carbohydrate that is the N-acetyl-beta-D-glucosaminide of indoxyl in which the indole moiety is substituted at positions 4 and 5 by chlorine and bromine, respectively. It has a role as a chromogenic compound. It is an indolyl carbohydrate, a N-acetyl-beta-D-glucosaminide, a bromoindole and a chloroindole. It derives from an indoxyl. CC(=O)N[C@@H]1[C@H]([C@@H]([C@H](O[C@H]1OC2=CNC3=C2C(=C(C=C3)Br)Cl)CO)O)O